6-fluoro-4-[(4-methyloxan-4-yl)carbonyl]-3,5-dihydro-2H-1,4-benzoxazepine-8-carbonitrile FC1=CC(=CC2=C1CN(CCO2)C(=O)C2(CCOCC2)C)C#N